COC1=CC=C(COC=2C=C(C=CC2)B(O)O)C=C1 (3-((4-methoxybenzyl)oxy)phenyl)boronic acid